N1CCC(CC1)N1C(NC=2C=NC=CC21)=O 1-(piperidin-4-yl)-1,3-dihydro-2H-imidazo[4,5-c]pyridin-2-one